O(C1=CC=CC=C1)C1=CC=C(C=C1)I p-phenoxyiodobenzene